cyclohexyl-isopropylaminofluorosilane C1(CCCCC1)[SiH](F)NC(C)C